1-(2-nitrophenyl)piperazine [N+](=O)([O-])C1=C(C=CC=C1)N1CCNCC1